C(C)(=O)OCC1(C=C2C(C(C3(C(=C2C1=O)C)CC3)(C)O)=O)C (6'-hydroxy-2',4',6'-trimethyl-3',7'-dioxo-2',3',6',7'-tetrahydrospiro[cyclopropane-1,5'-inden]-2'-yl)methyl acetate